FC1=C(COC2=CC=CC=3N=C(SC32)CN3C(C(=CC=C3)NC([C@H](CC/C=C/C(=O)N(C)C)NC(=O)C3CCC(CC3)(F)F)=O)=O)C=CC(=C1)F (S,E)-N7-(1-((7-((2,4-Difluorobenzyl)oxy)benzo[d]thiazol-2-yl)methyl)-2-oxo-1,2-dihydropyridin-3-yl)-6-(4,4-difluorocyclohexan-1-carboxamido)-N1,N1-dimethylhept-2-endiamid